C(C)(C)(C)OC(=O)N[C@H]1[C@@H](CN(CC1)C(=O)OCC1=CC=CC=C1)O benzyl trans-4-((tert-butoxycarbonyl)amino)-3-hydroxypiperidine-1-carboxylate